(2S,4R)-1-[(2S)-2-[3-(2,7-diazaspiro[3.5]nonan-2-yl)isoxazol-5-yl]-3-methyl-butanoyl]-4-hydroxy-N-[(1S)-1-[4-(4-methylthiazol-5-yl)phenyl]ethyl]pyrrolidine-2-carboxamide C1N(CC12CCNCC2)C2=NOC(=C2)[C@@H](C(=O)N2[C@@H](C[C@H](C2)O)C(=O)N[C@@H](C)C2=CC=C(C=C2)C2=C(N=CS2)C)C(C)C